methyl (Z)-3-methoxy-2-[5-[4-(methoxymethyl)pyrazol-1-yl]-2-methyl-phenoxy]prop-2-enoate CO\C=C(\C(=O)OC)/OC1=C(C=CC(=C1)N1N=CC(=C1)COC)C